NC=1C=C(C=CC1)C1=CC=C(C=C1)N 3,4'-diamino-biphenyl